C(C)\C(=C/C(/CNC(=O)C=1C=NC=CC1)=N/O)\[C@@H](C)[N+](=O)[O-] |r| (±)-N-[(E)-4-ethyl-2-[(Z)-hydroxyimino]-5-nitro-3-hexen-1-yl]-3-pyridinecarboxamide